C(C1=CC=CC=C1)N1CC2(CNC=3N2N=C(C3C(=O)N)C3=CC=C(C=C3)OC3=CC=CC=C3)C1 1-Benzyl-6'-(4-phenoxyphenyl)-1',2'-dihydrospiro[azetidine-3,3'-imidazo[1,2-b]pyrazole]-7'-carboxamide